FC=1C(=CC(=NC1)OC(F)(F)F)C(C(=O)N1C[C@]2(CC1)NC1=NC(=C(C=C1CC2)C2=NC=CC=N2)C)C 2-[5-fluoro-2-(trifluoromethoxy)pyridin-4-yl]-1-[(2S)-7-methyl-6-(pyrimidin-2-yl)-3,4-dihydro-1H-spiro[1,8-naphthyridine-2,3'-pyrrolidin]-1'-yl]propan-1-one